COC=C1CCC2=CC=3CCCC3C(=C12)[N+](=O)[O-] 1-(methoxymethylene)-8-nitro-1,2,3,5,6,7-hexahydro-s-indacene